FCOCF bis-(fluoromethyl) ether